ClC=1C(=NC(=NC1)NC=1C(=CC(=C(C1)NC(C=C)=O)N1CCN(CC1)C)OC)N1C=CC2=CC=CC=C12 N-(5-((5-chloro-4-(1H-indol-1-yl)pyrimidin-2-yl)amino)-4-methoxy-2-(4-methylpiperazin-1-yl)phenyl)acrylamide